antimonous acetate C(C)(=O)[O-].[Sb+3].C(C)(=O)[O-].C(C)(=O)[O-]